C(CCCCCCCCCCC)(=O)OCCCCCCCOCC1OC(OC1COCCCCCCCC\C=C/CCCCCCCC)(CCCCN1CCCC1)C (Z)-7-((2-methyl-5-((octadec-9-en-1-yloxy)methyl)-2-(4-(pyrrolidin-1-yl)butyl)-1,3-dioxolan-4-yl)methoxy)heptyl dodecanoate